ClC1=NC=CC(=C1F)CCl 2-chloro-4-(chloromethyl)-3-fluoropyridine